tert-butyl (2R,3S,4S)-4-[(tert-butoxycarbonyl)oxy]-3-{[(3-hydroxypropyl)carbamoyl]oxy}-2-[(4-methoxyphenyl)methyl]pyrrolidine-1-carboxylate C(C)(C)(C)OC(=O)O[C@@H]1[C@H]([C@H](N(C1)C(=O)OC(C)(C)C)CC1=CC=C(C=C1)OC)OC(NCCCO)=O